FC=1C=C(C=CC1F)C#CC1=CC=C(C=C1)[C@@H]1[C@@H]2CN(CCCCN2[C@@H]1CO)C(=O)NC1=CC=C(C=C1)OC (8R,9R,10S)-9-{4-[2-(3,4-difluorophenyl)ethynyl]phenyl}-10-(hydroxymethyl)-N-(4-methoxyphenyl)-1,6-diazabicyclo[6.2.0]decane-6-carboxamide